BrC1=CN=C(N(C1=O)CC(=O)OCCCC)Cl butyl 2-(5-bromo-2-chloro-6-oxopyrimidin-1(6H)-yl)acetate